1,4-bis(bromoethoxyl)-2-butene BrCCOCC=CCOCCBr